6-((5-bromo-6-fluoropyridin-2-yl)amino)-3,4-dihydroisoquinolin-1(2H)-one BrC=1C=CC(=NC1F)NC=1C=C2CCNC(C2=CC1)=O